4-[2-[4-(2-pyridin-2-yl-5,6-dihydro-4H-pyrrolo[1,2-b]pyrazol-3-yl)quinolin-7-yl]oxyethyl]morpholine N1=C(C=CC=C1)C=1C(=C2N(N1)CCC2)C2=CC=NC1=CC(=CC=C21)OCCN2CCOCC2